4,4'-bis(carbazol-9-yl)-2,2'-dimethylbiphenyl C1=CC=CC=2C3=CC=CC=C3N(C12)C1=CC(=C(C=C1)C1=C(C=C(C=C1)N1C2=CC=CC=C2C=2C=CC=CC12)C)C